(5S,8R)-8-[(1S,2R)-2,6-difluoro-1-hydroxy-7-(2-methylpyrazol-3-yl)-2,3-dihydro-1H-inden-4-yl]-3,5-difluoro-5,6,7,8-tetrahydronaphthalene-1-carbonitrile F[C@H]1[C@H](C2=C(C(=CC(=C2C1)[C@H]1CC[C@@H](C=2C=C(C=C(C12)C#N)F)F)F)C=1N(N=CC1)C)O